methyl hept-6-ynoate C(CCCCC#C)(=O)OC